C(#N)C1=CC(=C(C=C1)COC1=CC=CC(=N1)C1CCN(CC1)CC=1N(C2=C(N1)C=C(C(=C2)C(=O)O)C2=NN(C=C2)C)C[C@H]2OCC2)F 2-[[4-[6-[(4-cyano-2-fluoro-phenyl)methoxy]-2-pyridyl]-1-piperidyl]methyl]-6-(1-methylpyrazol-3-yl)-3-[[(2S)-oxetan-2-yl]methyl]benzimidazole-5-carboxylic acid